[Nb].[Sm].[La] lanthanum samarium-niobium